nonanal-d18 C(C(C(C(C(C(C(C(C([2H])([2H])[2H])([2H])[2H])([2H])[2H])([2H])[2H])([2H])[2H])([2H])[2H])([2H])[2H])([2H])[2H])(=O)[2H]